CC(CCCCCCCCCC(=O)O)C 11-methyl-dodecanoic acid